C(C)(=O)OC1=CC=C(C=C1)N1CCN(CC1)C(C(=O)N(C)C)C1=CC=CC=C1 4-(4-(2-(Dimethylamino)-2-oxo-1-phenylethyl)piperazin-1-yl)phenyl acetate